NC=1C(=NC=C(C1)C)C(=O)O amino-5-methylpyridinecarboxylic acid